4-Chloro-6-fluoropyridinecarboxylic acid methyl ester COC(=O)C1=NC(=CC(=C1)Cl)F